tert-Butyl 3-((4-(4-fluorophenyl)thiazol-2-yl)methoxy)azetidine-1-carboxylate FC1=CC=C(C=C1)C=1N=C(SC1)COC1CN(C1)C(=O)OC(C)(C)C